3-[[4-amino-8-(trans-4-aminocyclohexoxy)-5,5-dimethyl-6H-benzo[h]quinazolin-7-yl]-methyl-amino]-2,2-dimethyl-propanamide NC1=NC=NC=2C3=C(CC(C12)(C)C)C(=C(C=C3)O[C@@H]3CC[C@H](CC3)N)N(CC(C(=O)N)(C)C)C